N1(CCCC1)C1=C(CN2CCN(CC2)C(=O)N2C[C@@H]3[C@@H](OCC(N3)=O)CC2)C=CC(=C1)C(F)(F)F (-)-(4aR,8aS)-6-(4-(2-(Pyrrolidin-1-yl)-4-(trifluoromethyl)benzyl)piperazine-1-carbonyl)hexahydro-2H-pyrido[4,3-b][1,4]oxazin-3(4H)-one